2,5-bis(2-ethylhexyl)-3,6-bis(2-ethylhexyl)-2,5-dihydropyrrolo[3,4-c]pyrrole-1,4-dione C(C)C(CN1C(C2=C(N(C(C2=C1CC(CCCC)CC)=O)CC(CCCC)CC)CC(CCCC)CC)=O)CCCC